methyl 6-[3-[2-[2-[4-[2-(2-prop-2-ynoxyethoxy)ethyl]piperazin-1-yl]ethoxy]ethoxy]phenoxy]pyridine-3-carboxylate C(C#C)OCCOCCN1CCN(CC1)CCOCCOC=1C=C(OC2=CC=C(C=N2)C(=O)OC)C=CC1